C1N(CCCC12CCNCC2)C2=CC=C(C=C2)C2=NC(C=1N(C3=C2C(=C(S3)C)C)C(=NN1)C)C 4-(4-(2,9-diazaspiro[5.5]undecan-2-yl)phenyl)-2,3,6,9-tetramethyl-6H-thieno[3,2-f][1,2,4]triazolo[4,3-a][1,4]diazepine